3-(prop-2-enylamino)phenylboronic acid C(C=C)NC=1C=C(C=CC1)B(O)O